FC1=CC(=CC2=C1N=CN2C(C)C)C2=CC(=NC=C2C)N 4-(7-fluoro-3-isopropyl-benzimidazol-5-yl)-5-methyl-pyridin-2-amine